N[C@@H](C(=O)O)C1CCN(CC1)C(=O)OC(C)(C)C (R)-2-amino-2-(1-(tert-butoxycarbonyl)piperidin-4-yl)acetic acid